(1-(5-(3-chlorophenyl)-7H-pyrrolo[2,3-d]pyrimidin-4-yl)-4-methylpiperidin-4-yl)acetamide ClC=1C=C(C=CC1)C1=CNC=2N=CN=C(C21)N2CCC(CC2)(C)CC(=O)N